1-(2-phenylcyclopropyl)-3-[trans-(7RS,9RS)-9-(1H-benzimidazol-2-ylamino)-3-cyclopropyl-5-(2-methylpropylsulfamoyl)-8,9-dihydro-7H-cyclopenta[h]isoquinolin-7-yl]urea C1(=CC=CC=C1)C1C(C1)NC(=O)N[C@@H]1C[C@H](C=2C1=CC(=C1C=C(N=CC21)C2CC2)S(NCC(C)C)(=O)=O)NC2=NC1=C(N2)C=CC=C1 |r|